tert-butyl 4-[(4-amino-6-methoxyimino-5,5-dimethyl-benzo[h]quinazolin-8-yl)methylene]piperidine-1-carboxylate NC1=NC=NC=2C3=C(C(C(C12)(C)C)=NOC)C=C(C=C3)C=C3CCN(CC3)C(=O)OC(C)(C)C